2-(2'-azido-2',2'-difluoroacetamido)-2-deoxy-D-galactose N(=[N+]=[N-])C(C(=O)N[C@@H](C=O)[C@@H](O)[C@@H](O)[C@H](O)CO)(F)F